N-(2-aminophenyl)-4-[[[4-[(5-methyl-1H-pyrazol-3-yl)amino]pyrrolo[2,1-f][1,2,4]triazin-2-yl]oxy]methyl]benzamide NC1=C(C=CC=C1)NC(C1=CC=C(C=C1)COC1=NN2C(C(=N1)NC1=NNC(=C1)C)=CC=C2)=O